The molecule is an oxo fatty acid that is dodecanoic acid (lauric acid) which is substituted at position 2 by an oxo group. It is an oxo fatty acid, a ketone, a 2-oxo monocarboxylic acid and a medium-chain fatty acid. It is a conjugate acid of a 2-oxododecanoate. It is a tautomer of a 2-hydroxydodec-2-enoic acid. CCCCCCCCCCC(=O)C(=O)O